heptadecan-9-yl 6-((4-((6-(heptadecan-9-yloxy)-6-oxohexyl)(2-hydroxyethyl)amino)butyl)amino)hexanoate CCCCCCCCC(CCCCCCCC)OC(CCCCCN(CCCCNCCCCCC(=O)OC(CCCCCCCC)CCCCCCCC)CCO)=O